CC1=CC=C(C=C1)S(=O)(=O)OI(C1=CC=CC=C1)O [hydroxy(phenyl)-iodanyl] 4-methylbenzenesulfonate